C(C)S(=O)(=O)N1CC(C1)(NN)CC#N (1-(ethylsulfonyl)-3-hydrazinoazetidin-3-yl)acetonitrile